methacrylic acid methyl-methacrylate tert-butyl-6-chloro-1-(3-hydroxy-2-(hydroxymethyl)propyl)-1,3,4,9-tetrahydro-2H-pyrido[3,4-b]indole-2-carboxylate C(C)(C)(C)OC(=O)N1C(C=2NC3=CC=C(C=C3C2CC1)Cl)CC(CO)CO.COC(C(=C)C)=O.C(C(=C)C)(=O)O